ClC1=C(C=NC(=C1)C(F)(F)F)N1CC2(CC1)CCN(CC2)C(=O)OC(C)(C)C tert-butyl 2-(4-chloro-6-(trifluoromethyl)pyridin-3-yl)-2,8-diazaspiro[4.5]decane-8-carboxylate